butyl 16-hydroxy-hexadecanoate OCCCCCCCCCCCCCCCC(=O)OCCCC